dimethyl-3-pentyl-1H-imidazol-3-ium CC=1N(C=C[N+]1CCCCC)C